tert-Butyl (3R)-3-[(1S)-2-tert-butoxy-1-[[3-(3,3-dimethylindolin-1-yl)phenyl]methyl]-2-oxo-ethyl]pyrrolidine-1-carboxylate C(C)(C)(C)OC([C@@H](CC1=CC(=CC=C1)N1CC(C2=CC=CC=C12)(C)C)[C@@H]1CN(CC1)C(=O)OC(C)(C)C)=O